NC1=NC=2C=NC(=CC2C2=C1COC2)C(=O)N(CC2=NC=C(C=C2)C(F)(F)F)C21CC(C2)C1 4-amino-N-(bicyclo[1.1.1]pentan-1-yl)-N-((5-(trifluoromethyl)-2-pyridinyl)methyl)-1,3-dihydrofuro[3,4-c][1,7]naphthyridine-8-carboxamide